C(C)(C)(C)C=1C=C(C(C2=CC(=C(C(=C2)C(C)(C)C)O)C(C)(C)C)OC(C2=CC(=C(C(=C2)C(C)(C)C)O)C(C)(C)C)C2=CC(=C(C(=C2)C(C)(C)C)O)C(C)(C)C)C=C(C1O)C(C)(C)C 3,5,3',5'-tetra-tert-butyl-4,4'-dihydroxy-benzhydryl ether